ClC1=C2C(=CC(=CC2=CC=C1)O)C=1C(=CC2=C(N=C(N=C2N2[C@@H](CNCC2)C)OC[C@H]2N(CCC2)C)N1)F 5-chloro-4-(6-fluoro-4-((R)-2-methylpiperazin-1-yl)-2-(((S)-1-methylpyrrolidin-2-yl)methoxy)pyrido[2,3-d]pyrimidin-7-yl)naphthalen-2-ol